{8-[(2,5-difluorophenyl)sulfonyl]-3,8-diazabicyclo[3.2.1]oct-3-yl}(1H-1,2,3-triazol-4-yl)methanone FC1=C(C=C(C=C1)F)S(=O)(=O)N1C2CN(CC1CC2)C(=O)C=2N=NNC2